1,3-dichloro-5,5-diphenylhydantoin ClN1C(=O)N(C(=O)C1(C1=CC=CC=C1)C1=CC=CC=C1)Cl